ClC1=CC=CC2=C1N=C(S2)OC#C 4-chloro-2-(acetyleneoxy)-1,3-benzothiazole